OCCN1CNC=C1 3-(2-hydroxyethyl)-1H-imidazole